4-(4-toluenesulfonyloxy)benzenesulfonic acid anion CC1=CC=C(C=C1)S(=O)(=O)OC1=CC=C(C=C1)S(=O)(=O)[O-]